C(C)N(C(=O)C1=NC=C2N1C1=CC=C(C=C1N=C2N2CCOCC2)C2=CC=CC=C2)CC N,N-diethyl-4-morpholino-7-phenylimidazo[1,5-a]quinoxaline-1-carboxamide